ethyl 2-cyano-2-cyclopropylacetate C(#N)C(C(=O)OCC)C1CC1